N-(4-((5-(6-bromopyridin-2-yl)-1H-pyrazol-3-yl)amino)-3-methylphenyl)methanesulfonamide BrC1=CC=CC(=N1)C1=CC(=NN1)NC1=C(C=C(C=C1)NS(=O)(=O)C)C